C(C)(C)N1CCN(CC1)C=1SC2=C(N1)C=CC(=C2)O 2-(4-isopropyl-piperazin-1-yl)-benzothiazol-6-ol